(1-cyano-2-ethoxy-2-oxoethylideneaminooxy)dimethylamino-morpholino-carbenium C(#N)C(C(=O)OCC)=NO[C+](N1CCOCC1)N(C)C